5-((5-((3-bromo-2-chlorobenzyl)oxy)-4-chloro-2-formylphenoxy)methyl)nicotinonitrile BrC=1C(=C(COC=2C(=CC(=C(OCC=3C=NC=C(C#N)C3)C2)C=O)Cl)C=CC1)Cl